4-[(2-aminophenyl)methyl]-N-(piperidin-3-yl)-5-(trifluoromethyl)pyrimidin-2-amine NC1=C(C=CC=C1)CC1=NC(=NC=C1C(F)(F)F)NC1CNCCC1